3-bromo-1-hydroxy-anthracene-9,10-Dione BrC=1C=C(C=2C(C3=CC=CC=C3C(C2C1)=O)=O)O